C(CCCCCCCCCCC)OC=1C=C(C(C#N)=CC1)C#N 4-n-dodecoxyphthalonitrile